N'-ethyl-N,N-dimethyl-ethylenediamine C(C)NCCN(C)C